BrC1=C(C(=C(C=C1)NC(OC(C)(C)C)=O)[N+](=O)[O-])Cl tert-Butyl N-(4-bromo-3-chloro-2-nitrophenyl)carbamate